ClC=1C(=NC=CC1C1=NC(=C(C=C1)CNC[C@H]1CCC(N1)=O)OC)C1=C(C(=CC=C1)NC1=C(C(=CC(=C1)F)CNCCO)F)Cl (R)-5-((((3'-chloro-2'-(2-chloro-3-((2,5-difluoro-3-(((2-hydroxyethyl)amino)methyl)phenyl)amino)phenyl)-6-methoxy-[2,4'-bipyridin]-5-yl)methyl)amino)methyl)pyrrolidin-2-one